CON(C(=O)C1=CN=C(O1)C=1C(=C2C(=NC1)N(C=C2)COCC[Si](C)(C)C)N[C@H]2CN(CCC2)C(=O)OC(C)(C)C)C tert-butyl (R)-3-((5-(5-(methoxy(methyl)carbamoyl)oxazol-2-yl)-1-((2-(trimethylsilyl)ethoxy)methyl)-1H-pyrrolo[2,3-b]pyridin-4-yl)amino)piperidine-1-carboxylate